C(C)(C)(C)OC(N[C@@H](C)C1=CC=C(C=C1)NC1=NC=C(C=C1)[N+](=O)[O-])=O (S)-(1-(4-((5-Nitropyridin-2-yl)amino)phenyl)ethyl)carbamic acid tert-butyl ester